C(#N)C1=CC(=C(OC2=NC=C(C=C2C(=O)NC=2C=[N+](C=CC2)[O-])C(F)(F)F)C=C1)OC 2-(4-cyano-2-methoxy-phenoxy)-N-(1-oxidopyridin-1-ium-3-yl)-5-(trifluoromethyl)pyridine-3-carboxamide